7-((2S,5R)-4-(1-(benzo[d]thiazol-6-yl)ethyl)-5-ethyl-2-methylpiperazin-1-yl)-2-(but-2-yn-1-yl)-4-methyl-2,4-dihydro-5H-pyrazolo[4,3-b]pyridin-5-one S1C=NC2=C1C=C(C=C2)C(C)N2C[C@@H](N(C[C@H]2CC)C=2C=1C(N(C(C2)=O)C)=CN(N1)CC#CC)C